5-methyl-8-(4-(5-methylbenzo[d]oxazol-2-yl)piperidin-1-yl)-6-oxo-3-((tetrahydro-2H-pyran-4-yl)oxy)-5,6-dihydro-1,5-naphthyridine-2-carbonitrile CN1C=2C=C(C(=NC2C(=CC1=O)N1CCC(CC1)C=1OC2=C(N1)C=C(C=C2)C)C#N)OC2CCOCC2